NC=1NC(C=2N(C(N(C2N1)C1C(CC(O1)C(=O)O)O)=O)CC#C)=O 5-(2-Amino-6,8-dioxo-7-(prop-2-yn-1-yl)-1,6,7,8-tetrahydro-9H-purin-9-yl)-4-hydroxytetrahydrofuran-2-carboxylic acid